FC1=CC=C(C=C1)C1=C(C=NC(=N1)C(=O)OC)OC Methyl 6-(4-fluorophenyl)-5-methoxypyrimidinecarboxylate